(R)-N-((3-(5-((1,3-dimethyl-azetidin-3-yl)(hydroxy)(4-isopropylphenyl)methyl)pyridin-3-yl)-1,2,4-oxadiazol-5-yl)methyl)-N-methylacetamide-d3 CN1CC(C1)(C)[C@@](C=1C=C(C=NC1)C1=NOC(=N1)CN(C(C([2H])([2H])[2H])=O)C)(C1=CC=C(C=C1)C(C)C)O